BrC=1C=CC(=C(C1)C1=C(C=CC=C1)CC)S(=O)(=O)N1CCC(CC1)(C(=O)N[C@H](C)\C=C/S(=O)(=O)C)F (R,Z)-1-((5-bromo-2'-ethyl-[1,1'-biphenyl]-2-yl)sulfonyl)-4-fluoro-N-(4-(methylsulfonyl)but-3-en-2-yl)piperidine-4-carboxamide